Bis(p-Nitrophenyl) Phosphate Sodium Salt [Na+].P(=O)(OC1=CC=C(C=C1)[N+](=O)[O-])(OC1=CC=C(C=C1)[N+](=O)[O-])[O-]